4-(2-fluorophenyl)-5-methylene-pyrrol-2-one FC1=C(C=CC=C1)C1=CC(NC1=C)=O